4-(2-((1-amino-3-(dimethylamino)propan-2-yl)oxy)-7-(naphthalen-1-yl)-5,6,7,8-tetrahydropyrido[3,4-d]pyrimidin-4-yl)piperazine-1,2-dicarboxylic acid 1-benzyl 2-methyl ester COC(=O)C1N(CCN(C1)C=1C2=C(N=C(N1)OC(CN)CN(C)C)CN(CC2)C2=CC=CC1=CC=CC=C21)C(=O)OCC2=CC=CC=C2